CN1N=CC(=C1)C=1CN(CC1)C(=O)OC(C)(C)C tert-butyl 3-(1-methylpyrazol-4-yl)-2,5-dihydropyrrole-1-carboxylate